(R)-1,3-dimethyl-4-{2-[3-(4,4,5,5-tetramethyl-1,3,2-dioxaborolan-2-yl)phenoxy]ethyl}piperazin-2-one CN1C([C@H](N(CC1)CCOC1=CC(=CC=C1)B1OC(C(O1)(C)C)(C)C)C)=O